N(=O)N(CC1=CC=CC=C1)CC1=CC=CC=C1 N-nitrosodibenzylamine